FC(CN)(CN)F 2,2-difluoropropane-1,3-diamine